ethylenebisstearic acid C(CCCCCCCCCCCCCCCCCCC(=O)O)CCCCCCCCCCCCCCCCCC(=O)O